1-(5,6-diphenylpyrazin-2-yl)piperidin-4-amine C1(=CC=CC=C1)C=1N=CC(=NC1C1=CC=CC=C1)N1CCC(CC1)N